4-Bromo-N-methylbenzylamine BrC1=CC=C(CNC)C=C1